(R)-3-(4-(4-bromophenyl)-2-(chloromethyl)piperazin-1-yl)propionitrile BrC1=CC=C(C=C1)N1C[C@@H](N(CC1)CCC#N)CCl